6'-bromo-4-hydroxy-4-methyl-spiro[cyclohexane-1,3'-indoline]-2'-one BrC1=CC=C2C3(C(NC2=C1)=O)CCC(CC3)(C)O